4-(2,4-Dichlorophenyl)-5-(4-((1-(3-fluoropropyl)pyrrolidin-3-yl)(hydroxy)methyl)phenyl)-2,3-dihydrobenzo[b]thiepin-8-yl pivalate C(C(C)(C)C)(=O)OC=1C=CC2=C(SCCC(=C2C2=CC=C(C=C2)C(O)C2CN(CC2)CCCF)C2=C(C=C(C=C2)Cl)Cl)C1